ClC1=NC(=CC(=C1C(=O)NC)C)C(F)(F)F 2-chloro-N,4-dimethyl-6-(trifluoromethyl)pyridine-3-carboxamide